6-(2'-Methoxy-4'-methyl-3,4,5,6-tetrahydro-2H-[1,3']bipyridinyl-4-yl)-1,7-dimethyl-4-(2-trifluoromethylbenzyl)-1,4,6,7-tetrahydro-pyrazolo[4,3-d]pyrimidin-5-one COC1=NC=CC(=C1N1CCC(CC1)N1C(N(C2=C(C1C)N(N=C2)C)CC2=C(C=CC=C2)C(F)(F)F)=O)C